[AsH2](O)=O.[F] fluorine arsinic acid